vinyl-pyrrolethione C(=C)C=1C(N=CC1)=S